BrC=1C(=C(OC2CCC(CC2)C[C@H](CC=O)C)C=CC1)C (R)-4-((1r,4r)-4-(3-bromo-2-methylphenoxy)cyclohexyl)-3-methylbutanal